2-azido-1,5-difluoro-3-((4-fluorophenyl)ethynyl)benzene N(=[N+]=[N-])C1=C(C=C(C=C1C#CC1=CC=C(C=C1)F)F)F